O(C1=CC=CC=C1)N(P(=O)(N)N)CCOCC1=CC=CC=C1 phenoxy-N-(2-(benzyloxy)ethyl)-phosphoramide